O.[Na+].[N+](=O)([O-])C1=CC=C(C=C1)C1=NN(C(C1=NNC1=CC=C(C=C1)S(=O)(=O)[O-])=O)C1=CC=CC=C1 4-[2-[1,5-dihydro-3-(4-nitrophenyl)-5-oxo-1-phenyl-4H-pyrazol-4-ylidene]hydrazinyl]-benzenesulfonic acid sodium salt hydrate